(4R,5R)-5-(benzyloxy)-1,2-dithian-4-yl (4-fluorophenyl) ((((2R,3S,5R)-5-(2-amino-6-mercapto-9H-purin-9-yl)-3-hydroxytetrahydrofuran-2-yl)methoxy)methyl)phosphonate NC1=NC(=C2N=CN(C2=N1)[C@H]1C[C@@H]([C@H](O1)COCP(O[C@H]1CSSC[C@@H]1OCC1=CC=CC=C1)(OC1=CC=C(C=C1)F)=O)O)S